2-oxo-2-[rac-(2R,5S)-2-(2-isopropylindazol-5-yl)-5-methyl-1-piperidyl]acetamide O=C(C(=O)N)N1[C@H](CC[C@@H](C1)C)C1=CC2=CN(N=C2C=C1)C(C)C |r|